C1(CC1)C([C@@H](C(NC1=NC=CC(=C1)CN1C(N[C@@H](C1)C(F)(F)F)=O)=O)NC(=O)C1=CC=NN1C(C)C)C1CC1 N-((S)-1,1-Dicyclopropyl-3-oxo-3-((4-(((S)-2-oxo-4-(trifluoromethyl)imidazolidin-1-yl)methyl)pyridin-2-yl)amino)propan-2-yl)-1-isopropyl-1H-pyrazole-5-carboxamide